C1(C=CC=C1)[Ti](C1=C(C(=CC=C1F)N(CCCC)C(C(CC)(C)C)=O)F)(C1=C(C(=CC=C1F)N(CCCC)C(C(CC)(C)C)=O)F)C1C=CC=C1 bis(cyclopentadienyl)bis[2,6-difluoro-3-(N-butyl-(2,2-dimethylbutanoyl)amino)phenyl]titanium